CN1C2(CC2)CN(C1=O)[C@H]1CN(CCC1)C=1N=NC(=CN1)C(=O)N 3-((R)-3-(4-methyl-5-oxo-4,6-diazaspiro[2.4]heptan-6-yl)piperidin-1-yl)-1,2,4-triazine-6-carboxamide